N-(4-((2',6'-difluoro-[1,1'-biphenyl]-3-yl)amino)-7-(3-morpholinopropoxy)quinazolin-6-yl)acrylamide FC1=C(C(=CC=C1)F)C1=CC(=CC=C1)NC1=NC=NC2=CC(=C(C=C12)NC(C=C)=O)OCCCN1CCOCC1